2-((S)-1-(7,7-difluoro-2-((2R,3R)-3-fluoro-2-methylazetidin-1-yl)-6,7-dihydro-5H-cyclopenta[d]pyrimidin-4-yl)pyrrolidin-3-yl)acetic acid FC1(CCC2=C1N=C(N=C2N2C[C@@H](CC2)CC(=O)O)N2[C@@H]([C@@H](C2)F)C)F